NC1=C(C(=NC=2N1N=C(C2CC)C)NCCC2=NN(C=C2)CCOC)C#N 7-amino-3-ethyl-5-((2-(1-(2-methoxyethyl)-1H-pyrazol-3-yl)ethyl)amino)-2-methylpyrazolo[1,5-a]pyrimidine-6-carbonitrile